2-chloro-4,6-dimethoxy-1,3,5-triazine ClC1=NC(=NC(=N1)OC)OC